[2-(furan-2-yl)vinyl]-4,6-bis(trichloromethyl)-1,3,5-triazine O1C(=CC=C1)C=CC1=NC(=NC(=N1)C(Cl)(Cl)Cl)C(Cl)(Cl)Cl